2-(4-(1-(4-(perfluoroethoxy)phenyl)-1H-1,2,4-triazol-3-yl)phenyl)ethan-1-ol FC(C(F)(F)F)(OC1=CC=C(C=C1)N1N=C(N=C1)C1=CC=C(C=C1)CCO)F